ClC=1C=NC=C(C1[C@@H](C)OC=1C=C2C(=NN(C2=CC1)C1OCCCC1)C=1C=NC(=NC1)N1CC(C1)(O)C)Cl [5-[5-[(1R)-1-(3,5-dichloro-4-pyridinyl)ethoxy]-1-tetrahydropyran-2-yl-indazol-3-yl]pyrimidin-2-yl]-3-methyl-azetidin-3-ol